F[C@@H]1[C@@H]2CC[C@H](C[C@@H]1NC(OCC1=CC=CC=C1)=O)N2 benzyl ((1S,2R,3S,5R)-2-fluoro-8-azabicyclo[3.2.1]octan-3-yl)carbamate